1-decyl-2,3-dimethylimidazole bromide [Br-].C(CCCCCCCCC)N1C(N(C=C1)C)C